C(C)(C)(C)OC(=O)N[C@@H](CSC=1NC2=CC=CC=C2C1C[C@@H](C(OCC(Cl)(Cl)Cl)=O)NC(=O)OCC[Si](C)(C)C)C(=O)OC(C)(C)C tert-butyl N-(tert-butoxycarbonyl)-S-(3-((S)-3-oxo-3-(2,2,2-trichloroethoxy)-2-(((2-(trimethylsilyl)ethoxy)carbonyl)amino)propyl)-1H-indol-2-yl)-L-cysteinate